CC(C)(C=C)S(=O)(=O)C1(CC1)CO (1-((2-methylbut-3-en-2-yl)sulfonyl)cyclopropyl)methanol